COCCOC[C@H]1OS(OC1)(=O)=O (R)-4-((2-methoxyethoxy)methyl)-1,3,2-dioxathiolane 2,2-dioxide